C1C=C(C2=CC=CC=C12)C(C(=O)[O-])C(=O)[O-] inden-3-ylmalonate